dimethyl-2,4,7-trioxo-3,4,6,7-tetrahydropyrido[4,3-d]pyrimidin CC=1NC(C=C2NC(N(C(C21)=O)C)=O)=O